2-(3-(3-(7H-pyrrolo[2,3-d]pyrimidine-4-yl)-1H-pyrrole-1-yl)-1-(2-cyclopropylacetyl)azetidin-3-yl)acetonitrile N1=CN=C(C2=C1NC=C2)C2=CN(C=C2)C2(CN(C2)C(CC2CC2)=O)CC#N